CN(CCC(=O)OC[C@@H]1[C@H]([C@H]([C@@H](O1)OCCCCCCCCC(=O)OCCC(CCCCC)CCCCC)OCCCCCCCCC(=O)OCCC(CCCCC)CCCCC)OCCCCCCCCC(=O)OCCC(CCCCC)CCCCC)C Tris(3-pentyloctyl) 9,9',9''-(((2R,3R,4R,5R)-5-(((3-(dimethylamino)propanoyl)oxy)methyl)tetrahydrofuran-2,3,4-triyl)tris(oxy))trinonanoate